C(C)(=O)O[C@H]1[C@H](OC(C)=O)[C@@H](OC(C)=O)[C@H](OC(C)=O)[C@H](O1)COC(C)=O beta-D-glucose penta-acetate